ClC=1C=C(C=C(C(=O)OC)C1)C methyl 5-chloro-3-methyl-benzoate